(S)-N-benzyl-2-((6-bromoquinazolin-4-yl)amino)propanamide C(C1=CC=CC=C1)NC([C@H](C)NC1=NC=NC2=CC=C(C=C12)Br)=O